1,5-Dimethyl-2-oxo-N-[4-(trifluoromethyl)pyrimidin-2-yl]-6,7-dihydro-5H-cyclopenta[b]pyridine-3-carboxamide CN1C2=C(C=C(C1=O)C(=O)NC1=NC=CC(=N1)C(F)(F)F)C(CC2)C